(1-methylazepan-4-yl)phthalazin CN1CCC(CCC1)C1=NN=CC2=CC=CC=C12